CN(C)CC=1C=C(C=CC1)[C@@H]1N(C[C@H](CC1)C)C(C(=O)OCC(F)(F)F)=O 2,2,2-trifluoroethyl 2-((2R,5S)-2-(3-((dimethylamino)methyl)phenyl)-5-methylpiperidin-1-yl)-2-oxoacetate